(E)-eicos-11-enoic acid C(CCCCCCCCC\C=C\CCCCCCCC)(=O)O